Cl.N[C@@H]1COCC[C@H]1O (3R,4R)-3-aminotetrahydro-2H-pyran-4-ol hydrochloride